OCCC1=CC(=NC=C1CCO)NC(C(C)(C)C)=O N-(4,5-bis(2-hydroxyethyl)pyridin-2-yl)pivalamide